C12OCC(C1)(C2)COC2=NC1=C(C(=C(C=C1C(=N2)N2CC1CCC(C2)N1)Cl)C1=CC=C(C=2SC(=C(C21)C#N)N)F)F 4-(2-((2-oxabicyclo[2.1.1]hexane-4-yl)methoxy)-4-(3,8-diazabicyclo[3.2.1]octane-3-yl)-6-chloro-8-fluoroquinazolin-7-yl)-2-amino-7-fluorobenzo[b]thiophene-3-carbonitrile